C(#N)CC1(CN(C1)C1CCN(CC1)C(=O)NC1=NC=CC=C1F)N1N=CC(=C1)C=1C2=C(N=CN1)NC=C2 4-{3-(cyanomethyl)-3-[4-(7H-pyrrolo[2,3-d]pyrimidin-4-yl)-1H-pyrazol-1-yl]azetidin-1-yl}-N-(3-fluoropyridin-2-yl)piperidine-1-carboxamide